COC(C1=CC=C(C=C1)OCCN1CCCCC1)=O methyl-4-(2-(piperidin-1-yl)ethoxy)benzoate